FC1=CC=C(S1)C1C[C@H](NCC1)C1=CC=C(C(=O)[O-])C=C1 (S)-4-(4-(5-fluorothien-2-yl)piperidin-2-yl)benzoate